[Ba].C(CCCCCCCCCCC)(=O)O lauric acid barium